The molecule is a glycosyl glycoside consisting of beta-D-galactopyranose and D-galactopyranose residues joined by a (1->1) glycosidic bond. It is a glycosyl glycoside and a partially-defined glycan. It derives from a beta-D-galactose and a D-galactopyranose. C([C@@H]1[C@@H]([C@@H]([C@H]([C@@H](O1)OC2[C@@H]([C@H]([C@H]([C@H](O2)CO)O)O)O)O)O)O)O